C1(=CC=CC=C1)N1N=C2C(=C1)CC1CCC2N1 phenyl-2,4,5,6,7,8-hexahydro-5,8-epiminocyclohepta[c]pyrazol